tert-Butyl 5-(cyclopropylsulfonyl)-1-hydroxyisoindoline-2-carboxylate C1(CC1)S(=O)(=O)C=1C=C2CN(C(C2=CC1)O)C(=O)OC(C)(C)C